C(CC=C)N1C(=CC=2C1=NC=CC2)C2=NC1=C(N2CC=2C=NC=C(C2)C2=C(C=CC=C2)C=C)C(=CC(=C1)C(=O)OC)OC methyl 2-(1-(but-3-en-1-yl)-1H-pyrrolo[2,3-b]pyridin-2-yl)-7-methoxy-1-((5-(2-vinylphenyl)pyridin-3-yl)methyl)-1H-benzo[d]imidazole-5-carboxylate